CC=1C=C(C(=O)O)C=CC1C1=NN(C=N1)C1=CC=C(C=C1)OC(F)(F)F 3-methyl-4-(1-(4-(trifluoromethoxy)phenyl)-1H-1,2,4-triazol-3-yl)benzoic acid